C(CCCCCCCCC(=O)OC(CC)(CCC)CC)(=O)OC(CC)(CCC)CC di(3-ethyl-3-hexyl) sebacate